CN1C(C(N(CC1)C)C1=NC2=CC=CC=C2C(N1C)=O)CCNC(OCC1=CC=CC=C1)=O benzyl (2-(1,4-dimethyl-3-(3-methyl-4-oxo-3,4-dihydroquinazolin-2-yl)piperazin-2-yl)ethyl)carbamate